1,3-dimethyloctane-1,8-diamine CC(CC(CCCCCN)C)N